FC1=CC=C(C=C1)C(C(=O)NC1=NC=CC(=C1)C1=C(C=2C(N(C=CC2N1)C)=O)C1=CC=C(C=C1)F)C 2-(4-Fluorophenyl)-N-{4-[3-(4-fluorophenyl)-5-methyl-4-oxo-4,5-dihydro-1H-pyrrolo[3,2-c]pyridin-2-yl]pyridin-2-yl}propanamid